1-propyl-3-(2,6-diisopropylphenyl)imidazolium C(CC)N1C=[N+](C=C1)C1=C(C=CC=C1C(C)C)C(C)C